C(C)(C)(C)OC(=O)N/C(/N1CCC(=CC1)C1=CC(=C(C=C1)C(NC1=CC=C(C=C1)NC(=N)N)=O)C)=N\C(OC(C)(C)C)=O tert-butyl (E)-(((tert-butoxycarbonyl)amino)(4-(4-((4-guanidinophenyl)carbamoyl)-3-methyl phenyl)-3,6-dihydropyridin-1(2H)-yl)methylene)carbamate